[2-(5-methyl-2-furyl)-4-(1-naphthyl)-5,6-dimethyl-1-indenyl]zirconium CC1=CC=C(O1)C=1C(C2=CC(=C(C(=C2C1)C1=CC=CC2=CC=CC=C12)C)C)[Zr]